2-[3-(2-methoxy-1-methyl-vinyl)phenyl]acetic acid COC=C(C)C=1C=C(C=CC1)CC(=O)O